2-(4-(5-chloro-6-(2-chloro-3-(5-((((1s,3r)-3-hydroxycyclobutyl)amino)methyl)-6-methoxypyridin-2-yl)phenyl)pyrimidin-4-yl)-2-methoxybenzyl)-2,6-diazaspiro[3.4]octan-7-one ClC=1C(=NC=NC1C1=C(C(=CC=C1)C1=NC(=C(C=C1)CNC1CC(C1)O)OC)Cl)C1=CC(=C(CN2CC3(C2)CNC(C3)=O)C=C1)OC